[Pd](Cl)Cl.C(C)(C)(C)P(C1=CC=CC=C1)C(C)(C)C.C(C)(C)(C)P(C1=CC=CC=C1)C(C)(C)C bis(di-tert-butylphenylphosphine) palladium (II) dichloride